C(=O)O.C(=O)O.CN1N=CC(=C1)C1=CC2=C(O[C@@H](CN2)[C@H](NCCC=2N=NC=CC2)C2=CC=CC=C2)N=C1 N-((R)-((S)-7-(1-methyl-1H-pyrazol-4-yl)-2,3-dihydro-1H-pyrido[2,3-b][1,4]oxazin-3-yl)(phenyl)methyl)-2-(pyridazin-3-yl)ethanamine diformate